5-(1-Isopropoxy-8,8-dimethyl-5,6-dihydro-8H-7-oxa-2,4,4b,9-tetraaza-fluoren-3-yl)-pyrimidin-2-ylamine C(C)(C)OC1=NC(=NC=2N3CCOC(C3=NC12)(C)C)C=1C=NC(=NC1)N